FC1=CC(=C(C=C1)[C@H](C)N1N=CC(=C1)NC(=O)C1=NOC(=C1)C1=NC=CC=C1)C(F)(F)F (S)-N-(1-(1-(4-fluoro-2-(trifluoromethyl)phenyl)ethyl)-1H-pyrazol-4-yl)-5-(pyridin-2-yl)isoxazole-3-carboxamide